ClC1=C(OC2=C(OC(C(=O)OC)OC)C=CC=C2)C=C(C(=C1)F)N1C(N(C(=CC1=O)C(C)(F)F)C)=O methyl (2-{2-chloro-5-[4-(1,1-difluoroethyl)-3-methyl-2,6-dioxo-3,6-dihydropyrimidin-1(2H)-yl]-4-fluorophenoxy}phenoxy)(methoxy)acetate